(S)-N-(4-amino-5-(quinolin-3-yl)-6,7,8,9-tetrahydropyrimido[5,4-b]indolizin-8-yl)acrylamide NC1=NC=NC2=C1C(=C1CC[C@@H](CN21)NC(C=C)=O)C=2C=NC1=CC=CC=C1C2